C1(=CC=CC=C1)/C(=C\C1=CC=CC=C1)/C=1C2=C(C(N(C1)C)=O)NC(=C2)C(=O)NCC (E)-4-(1,2-diphenylvinyl)-N-ethyl-6-methyl-7-oxo-6,7-dihydro-1H-pyrrolo[2,3-c]pyridin-2-carboxamide